(R)-3-(chroman-6-ylmethyl)-1-(4-fluorobenzyl)-1-((1-methylpyrrolidin-2-yl)methyl)urea O1CCCC2=CC(=CC=C12)CNC(N(C[C@@H]1N(CCC1)C)CC1=CC=C(C=C1)F)=O